[Na].C1(CCCC1)C1=C(C=C(C=C1)C)O 2-cyclopentyl-5-methylphenol, sodium salt